(S)-5-methyl-1-(1-(4-((1-methylpyrrolidin-3-yl)amino)benzyl)-1H-indol-5-yl)-1H-pyrazole-3-carboxamide CC1=CC(=NN1C=1C=C2C=CN(C2=CC1)CC1=CC=C(C=C1)N[C@@H]1CN(CC1)C)C(=O)N